FC=1C=C(CN2N=C3N([C@@H](CCC3)C(=O)O)C2=O)C=CC1C(F)(F)F (5S)-2-[3-Fluoro-4-(trifluoromethyl)benzyl]-3-oxo-2,3,5,6,7,8-hexahydro[1,2,4]triazolo[4,3-a]pyridine-5-carboxylic acid